3-[3,5-difluoro-4-[4-(piperidine-4-carbonyl)piperazin-1-yl]anilino]piperidine-2,6-dione FC=1C=C(NC2C(NC(CC2)=O)=O)C=C(C1N1CCN(CC1)C(=O)C1CCNCC1)F